(S)-N-((5,6-dihydro-8H-imidazo[2,1-c][1,4]oxazin-2-yl)methyl)-4-(5-(5-fluoro-2-methoxypyridin-4-yl)-1H-pyrazole-3-carbonyl)-4-azaspiro[2.5]octane-7-carboxamide N=1C(=CN2C1COCC2)CNC(=O)[C@H]2CCN(C1(CC1)C2)C(=O)C2=NNC(=C2)C2=CC(=NC=C2F)OC